tetrafluorophenyl-boron FC=1C(=C(C(=C(C1)[B])F)F)F